ClC1=CC(=C(C(=C1)C)C=1C(N(C2(C1OC([O-])=O)CCN(CC2)OC)C)=O)C 3-(4-chloro-2,6-dimethylphenyl)-8-methoxy-1-methyl-2-oxo-1,8-diazaspiro[4.5]dec-3-en-4-ylcarbonate